N[C@H](C(=O)O)CC=1C=NC=C(C1)C(N)=O (S)-2-amino-3-(5-carbamoylpyridin-3-yl)propanoic acid